tert-butyl (R)-3-(quinolin-7-ylamino)pyrrolidine-1-carboxylate N1=CC=CC2=CC=C(C=C12)N[C@H]1CN(CC1)C(=O)OC(C)(C)C